3-(3,3-dimethyl-2,3-dihydrobenzofuran-6-yl)azetidine 4-methylbenzenesulfonate CC1=CC=C(C=C1)S(=O)(=O)O.CC1(COC2=C1C=CC(=C2)C2CNC2)C